2-(2,6-dichlorophenoxy)-1-(3-fluoro-4-(5-(trifluoromethyl)-1,2,4-oxadiazol-3-yl)phenyl)ethan-1-one ClC1=C(OCC(=O)C2=CC(=C(C=C2)C2=NOC(=N2)C(F)(F)F)F)C(=CC=C1)Cl